cis-2-(diphenylphosphino)-1-cyclohexanecarboxylic acid methyl ester COC(=O)[C@H]1[C@H](CCCC1)P(C1=CC=CC=C1)C1=CC=CC=C1